(6S)-6-[2-Chloro-3-(pyrazolo-[1,5-a]pyridin-5-ylamino)-phenyl]-3-(3-hydroxy-3-methyl-cyclobutyl)-2-imino-6-methyl-hexahydropyrimidin-4-one ClC1=C(C=CC=C1NC1=CC=2N(C=C1)N=CC2)[C@@]2(CC(N(C(N2)=N)C2CC(C2)(C)O)=O)C